C(CCCC)OCC(CNC1=CC=C(C=C1)NCC(COCCCCC)O)O 1,4-bis[3-pentyloxy-2-hydroxy-propylamino]benzene